C1(=O)OCC2C3C(CC=C12)O3 4,5-epoxytetrahydrophthalide